FC=1C(=C(C=CC1)C=1CCCC2=C(C1C1=CC=C(C=C1)CC1CN(C1)CCCF)C=CC(=C2)C(=O)O)C(F)(F)F 8-(3-fluoro-2-(trifluoromethyl)phenyl)-9-(4-((1-(3-fluoropropyl)azetidin-3-yl)methyl)phenyl)-6,7-dihydro-5H-benzo[7]annulene-3-carboxylic acid